6-O-β-D-psicopyranosyl-β-D-psicofuranose OC[C@@]1([C@H](O)[C@H](O)[C@H](O)CO1)OC[C@@H]1[C@H]([C@H]([C@](CO)(O)O1)O)O